3-{5-[4-(6-cyclobutoxypyridin-2-yl)-1,2,3-triazol-1-yl]-1-oxo-3H-isoindol-2-yl}piperidine-2,6-dione C1(CCC1)OC1=CC=CC(=N1)C=1N=NN(C1)C=1C=C2CN(C(C2=CC1)=O)C1C(NC(CC1)=O)=O